(P)-3-chloro-4-((5-fluoro-3-methylpyridin-2-yl)methoxy)-6''-(2-hydroxypropan-2-yl)-3'',5',6-trimethyl-2H-[1,4':2',2''-terpyridin]-2-one ClC=1C(N(C(=CC1OCC1=NC=C(C=C1C)F)C)C1=CC(=NC=C1C)C1=NC(=CC=C1C)C(C)(C)O)=O